F[P-](F)(F)(F)(F)F.C(CCC)N1CN(C=C1)CC=C 1-butyl-3-allylimidazole hexafluorophosphate